FC=1C=CC(=C2C=C(N(C12)CCNC1=NC=NC(=C1)C1=CC(=C(C=C1)O)C(F)(F)F)C#N)OC 7-Fluoro-1-{2-[6-(4-hydroxy-3-trifluoromethyl-phenyl)-pyrimidin-4-ylamino]-ethyl}-4-methoxy-1H-indol-2-carbonitril